CN1C(C2=C(C(=C1)C1=C(OC3=CC=C(OCC4CCN(CC4)C(=O)OC(C)(C)C)C=C3)C=CC=C1)C=CN2)=O tert-butyl 4-[[4-[2-(6-methyl-7-oxo-1H-pyrrolo[2,3-c]pyridin-4-yl)phenoxy]phenoxy]methyl]piperidine-1-carboxylate